ClC1=CC=C(C(=N1)CCCl)S(=O)(=O)N[C@@H](C(C)C1=C(C(=CC=C1F)C)C)C=1OC(NN1)=O 6-chloro-2-(2-chloroethyl)-N-[(1S)-2-(6-fluoro-2,3-dimethylphenyl)-1-(5-oxo-4H-1,3,4-oxadiazol-2-yl)propyl]pyridine-3-sulfonamide